methyl (S,E)-(7-(dimethylamino)-1-((1-((6-isobutyl-9H-purin-8-yl)methyl)-2-oxo-1,2-dihydropyridin-3-yl)amino)-1,7-dioxohept-5-en-2-yl)carbamate CN(C(/C=C/CC[C@@H](C(=O)NC=1C(N(C=CC1)CC=1NC2=NC=NC(=C2N1)CC(C)C)=O)NC(OC)=O)=O)C